BrC1=CC=C(C=C1)C1=CCC(O1)=O 5-(4-bromophenyl)furan-2(3H)-one